C(C1=CC=CC=C1)O[C@H]1C[C@@H](CCC1(F)F)N1\C(\N[C@](CC1=O)(C)C1=C(C(=CC=C1)C1=CC(=CC=C1)Cl)Cl)=N\C(OC(C)(C)C)=O |o1:8,10| tert-Butyl (NE)-N-{(4S)-1-[(1R*,3S*)-3-benzyloxy-4,4-difluorocyclohexyl]-4-[2-chloro-3-(3-chlorophenyl)phenyl]-4-methyl-6-oxohexahydropyrimidin-2-ylidene}carbamate